(R)-N-[(1R)-1-[3-(difluoromethyl)-6-methyl-4-oxo-2-tetrahydropyran-4-yl-quinazolin-8-yl]ethyl]-2-methyl-propane-2-sulfinamide FC(N1C(=NC2=C(C=C(C=C2C1=O)C)[C@@H](C)N[S@](=O)C(C)(C)C)C1CCOCC1)F